CC1=NC(=CC(=N1)N)C 2,6-Dimethylpyrimidin-4-amine